ClC1=C(OCC2OC2)C(=CC(=C1)Cl)Cl 2-((2,4,6-trichlorophenoxy)methyl)oxirane